CO[Si](CCCCCC[Si](OC)(OC)OC)(OC)OC 1,6-bis-(trimethoxy-silyl)-hexane